OC1=C(C(=O)N(C(O)=O)CC)C=CC=C1.OC1=C(C(=O)N)C=CC=C1 2-hydroxybenzamide ((2-hydroxybenzoyl) ethyl carbamate)